C1(CCC1)CC(CN1CC(C(C12C=CCC2)O)(F)F)=O 3-cyclobutyl-1-(3,3-difluoro-4-hydroxy-1-azaspiro[4.4]nonen-1-yl)propanon